3-(2-[1-(1,3-dioxolan-2-ylmethyl)piperidin-4-yl]ethyl)-3,4-dihydro-2H-1,3-benzoxazine-2,4-dione hydrochloride Cl.O1C(OCC1)CN1CCC(CC1)CCN1C(OC2=C(C1=O)C=CC=C2)=O